C(C)(C)C1=C(C(=CC(=C1)C(C)C)C(C)C)C1=C(C(=CC=C1)C1=C(C=C(C=C1C(C)C)C(C)C)C(C)C)P1CCC2(OCCO2)CC1 1,4-dioxa-8-[2,6-bis(2,4,6-triisopropylphenyl)phenyl]-8-phospha-spiro[4.5]decane